C1(=CC=C(C=C1)C1=C(C(=C2C(C=3C(O2)=C(C(=C(C3[2H])[2H])B3OC(C(O3)(C)C)(C)C)[2H])=C1[2H])[2H])[2H])C1=CC=CC=C1 2-(8-([1,1'-biphenyl]-4-yl)dibenzo[b,d]furan-3-yl-1,2,4,6,7,9-d6)-4,4,5,5-tetramethyl-1,3,2-dioxaborolane